OC1=C(C=CC=C1)C(C=CC1=CC=C(C=C1)NC=1C2=C(C3=CC=C(N3)C(=C3C=CC(C(=C4C=CC(=C(C(C1)=N2)C2=CC=CC=C2)N4)C4=CC=CC=C4)=N3)C3=CC=CC=C3)C3=CC=CC=C3)=O 1-(2-Hydroxyphenyl)-3-[4-[(5,10,15,20-tetraphenyl-21H,23H-porphyrin-7-yl)amino]phenyl]-2-propene-1-one